piperazinyl-piperazine N1(CCNCC1)N1CCNCC1